1-Pyrimidin-4-yl-ethanone N1=CN=C(C=C1)C(C)=O